1-naphthyl-1-cyclohexyl ketone C1(=CC=CC2=CC=CC=C12)C(=O)C1CCCCC1